FC=1C=C(OC2=CC=C(\C=C/3\C(=C(C4=CC(=CC=C34)OC)CC(=O)O)C)C=C2)C=CC1F (Z)-2-(1-(4-(3,4-difluorophenoxy)benzylidene)-5-methoxy-2-methyl-1H-inden-3-yl)acetic acid